P(=O)(OC1=C(C=CC=C1)O)(OC)OC 2-hydroxyphenyl dimethyl phosphate